C(C)C1CC(OC=2CCCC(C12)=O)C=CC 4-ethyl-2-(propan-1-en-1-yl)-2,3,4,6,7,8-hexahydro-5H-chromen-5-one